6-Iodopyridin-3-amine IC1=CC=C(C=N1)N